(2S,3R,4S,6R)-4-(dimethylamino)-2-(4-ethynylphenoxy)-6-methyltetrahydro-2H-pyran-3-yl acetate C(C)(=O)O[C@H]1[C@@H](O[C@@H](C[C@@H]1N(C)C)C)OC1=CC=C(C=C1)C#C